(cis)-3-(tert-butyldimethylsilyloxy)cyclobutanol [Si](C)(C)(C(C)(C)C)O[C@H]1C[C@H](C1)O